NC1=C2NC(N(C2=NC(=N1)OCCCC)CC1=CC=C(CN2CCC(CC2)CCNC(C(C)C)=O)C=C1)=O N-(2-(1-(4-((6-amino-2-butoxy-8-oxo-7H-purin-9(8H)-yl)methyl)benzyl)piperidin-4-yl)ethyl)isobutyramide